5-chloro-4-cyclopropylquinoline ClC1=C2C(=CC=NC2=CC=C1)C1CC1